N1=CC=CC=2C=C(NCC12)C(=O)O.CN1CCC(CC1)C1=CC=C(C=C1)C1=CC=C2CNC(C2=C1)=O 6-(4-(1-methylpiperidin-4-yl)phenyl)isoindolin-1-one 7,8-dihydro-1,7-naphthyridine-6-carboxylate